FC(COC=1C(=NC(=NC1OC)NS(=O)(=O)C1=CNC(=C1)C1=CC=CC=C1)OC)F N-[5-(2,2-difluoroethoxy)-4,6-dimethoxy-pyrimidin-2-yl]-5-phenyl-1H-pyrrole-3-sulfonamide